2-chloro-4-[[4-[[(1S)-2-hydroxy-1-phenyl-ethyl]amino]-5-(5-methyl-1,3,4-thiadiazol-2-yl)pyrimidin-2-yl]amino]benzamide ClC1=C(C(=O)N)C=CC(=C1)NC1=NC=C(C(=N1)N[C@H](CO)C1=CC=CC=C1)C=1SC(=NN1)C